C1(CCC1)N(C1=NC=2C(CCCC2C(=N1)N1C[C@@H]2C([C@@H]2C1)CC(=O)O)(F)F)C ((1R,5S,6S)-3-(2-(cyclobutyl-(methyl)amino)-8,8-difluoro-5,6,7,8-tetrahydroquinazolin-4-yl)-3-azabicyclo[3.1.0]hex-6-yl)acetic acid